Methyl 2-((tert-butoxycarbonyl)amino)-3-(6,6-difluoro-2-oxo-1,2,5,6,7,8-hexahydroquinolin-3-yl)propanoate C(C)(C)(C)OC(=O)NC(C(=O)OC)CC=1C(NC=2CCC(CC2C1)(F)F)=O